N1N=CC(=C1)C1=C(C=CC=C1)C1=C(C=C2C(=NC=NC2=C1)N1CCN(CC1)C(C=C)=O)Cl 1-(4-(7-(2-(1H-pyrazol-4-yl)phenyl)-6-chloro-quinazolin-4-yl)piperazin-1-yl)prop-2-en-1-one